C1(CC1)[C@@H](NC([C@@H]1N(C[C@H](C1)C(F)F)C(C1=CC(=CC=C1)S(=O)(=O)C)=O)=O)C1=C(C=C(C=C1)C(F)(F)F)F (4S)-N-((R)-cyclopropyl(2-fluoro-4-(trifluoromethyl)phenyl)methyl)-4-(difluoromethyl)-1-(3-(methylsulfonyl)benzoyl)-D-prolinamide